FC(C=1C=C2C(=CC1)NC(C21CCN(CC1)CCOC=1C=NC=2N(C(CCC2C1)=O)CC1CC(C1)(C)O)=O)F 5-(difluoromethyl)-1'-{2-[(7-oxo-8-{[(trans)-3-hydroxy-3-methylcyclobutyl]methyl}-5,6,7,8-tetrahydro-1,8-naphthyridin-3-yl)oxy]ethyl}-1,2-dihydrospiro[indole-3,4'-piperidin]-2-one